ClC1=CC(=NC=C1Cl)CNC=1NC(C2=C(N1)C=NN2C)=O 5-(((4,5-Dichloropyridin-2-yl)methyl)amino)-1-methyl-1H-pyrazolo[4,3-d]pyrimidin-7(6H)-one